C1(CC1)C1=NC=NC(=C1C1=NN2C(C(=N1)OCC1=CC=C(C=C1)C=1N(C=C(N1)C(F)(F)F)C(C)C)=NC=C2)OC 2-(4-cyclopropyl-6-methoxypyrimidin-5-yl)-4-((4-(1-isopropyl-4-(trifluoromethyl)-1H-imidazol-2-yl)benzyl)oxy)imidazo[2,1-f][1,2,4]triazine